N1(N=CN=C1)CCC (1,2,4-triazol-1-yl)propane